5-(2-acetyl-5-chlorophenyl)-6-(allyloxy)pyridazin-3(2H)-one C(C)(=O)C1=C(C=C(C=C1)Cl)C1=CC(NN=C1OCC=C)=O